1-chloro-3-(5-(difluoromethyl)-1,3,4-thiadiazol-2-yl)-N-(1-methylcyclopropyl)-8-(4,7-diazaspiro[2.5]octan-7-yl)imidazo[1,5-a]pyridine-6-sulfonamide formate C(=O)O.ClC=1N=C(N2C1C(=CC(=C2)S(=O)(=O)NC2(CC2)C)N2CCNC1(CC1)C2)C=2SC(=NN2)C(F)F